FC1=C(C=C(C(=C1[C@H](CC(=O)O)NC([C@H](CC(C)C)C1=NC=C(C(=C1)CCN1CC(C1)F)C)=O)F)C)C1=C(C=CC=C1C)C (S)-3-(2,4-difluoro-2',5,6'-trimethyl-[1,1'-biphenyl]-3-yl)-3-((R)-2-(4-(2-(3-fluoroazetidin-1-yl)ethyl)-5-methylpyridin-2-yl)-4-methylpentanamido)propanoic acid